C1(CCCCC1)OCCCCN1C=[N+](C=C1)CCCCOC1CCCCC1 1,3-bis(4-cyclohexyloxybutyl)imidazolium